N-(3-cyano-1,5,5-trimethyl-4-oxocyclohex-2-en-1-yl)-2-(trifluoromethyl)benzamide C(#N)C1=CC(CC(C1=O)(C)C)(C)NC(C1=C(C=CC=C1)C(F)(F)F)=O